C(=O)=C1NC=CC(=C1)C1=CC=CC=2N1N=CC2C(=O)NC2=CC(=NC=C2)C(F)(F)F 7-(2-carbonyl-1,2-dihydropyridin-4-yl)-N-(2-(trifluoromethyl)pyridin-4-yl)pyrazolo[1,5-a]pyridine-3-carboxamide